3-((2R,4S)-2-(2,5-difluorophenyl)-4-fluoropyrrolidin-1-yl)-1-((2-(trimethylsilyl)ethoxy)methyl)-1H-pyrazolo[3,4-b]pyridine-5-carboxamide FC1=C(C=C(C=C1)F)[C@@H]1N(C[C@H](C1)F)C1=NN(C2=NC=C(C=C21)C(=O)N)COCC[Si](C)(C)C